C(C1=CC=CC=C1)OC(N(CCN(S(N)(=O)=O)C=1C=NN(C1)C)C)=O N-methyl-N-{2-[(1-methyl-1H-pyrazol-4-yl)(sulfamoyl)amino]-ethyl}carbamic acid benzyl ester